The molecule is an alpha-amino acid that is butanoic acid substituted by an amino and a hydroxy group at position 2. It has a role as a metabolite. It derives from a butyric acid. CCC(C(=O)O)(N)O